(2R,6S)-6-((4-bromophenoxy)methyl)-2-cyclopropyl-2-(iodomethyl)-1,4-dioxane BrC1=CC=C(OC[C@@H]2COC[C@@](O2)(CI)C2CC2)C=C1